tert-butyl (R)-(5-fluoro-6-(2-methylmorpholino)pyridin-2-yl)carbamate FC=1C=CC(=NC1N1C[C@H](OCC1)C)NC(OC(C)(C)C)=O